ClC1=CC=C(C=C1)NC(=O)N1[C@H](C[C@H](C1)O)C(=O)NC1=C(C=CC(=C1)C(C1=CC=CC=C1)NCC1CC1)F (2r,4r)-N1-(4-chlorophenyl)-N2-(5-((cyclopropylmethylamino)(phenyl)methyl)-2-fluorophenyl)-4-hydroxypyrrolidine-1,2-dicarboxamide